CC=1C=C(C2=CC(=C(N)C=C2)C)C=CC1N 3',3-dimethylbenzidine